NC=1C=NC(=C(C#N)C1)OC(F)F 5-Amino-2-(difluoromethoxy)nicotinonitrile